tert-butyl (3-bromofuran-2-yl)(methyl)carbamate BrC1=C(OC=C1)N(C(OC(C)(C)C)=O)C